3-{trans-4-[(7-nitro-4-quinazolinyl)oxy]cyclohexyl}-1-[5-(trifluoromethyl)-3-pyridinyl]-2,4-imidazolidinedione [N+](=O)([O-])C1=CC=C2C(=NC=NC2=C1)O[C@@H]1CC[C@H](CC1)N1C(N(CC1=O)C=1C=NC=C(C1)C(F)(F)F)=O